FC1=C(C(=O)N([C@H]2CNCCC2)C2=NC=CC3=CC(=CC(=C23)C)F)C=CC(=C1)C=1N=NN(C1)C([2H])([2H])[2H] 2-fluoro-N-(6-fluoro-8-methyl-1-isoquinolyl)-N-[(3R)-3-piperidyl]-4-[1-(trideuteriomethyl)triazol-4-yl]benzamide